amino-1,2-diphenylethanol NC(CC1=CC=CC=C1)(O)C1=CC=CC=C1